3-((6-chloro-2-cyclopropyl-7-fluoro-1-(1-propyl-1H-pyrazol-4-yl)-1H-indol-3-yl)thio)-2-fluorobenzoic acid ClC1=CC=C2C(=C(N(C2=C1F)C=1C=NN(C1)CCC)C1CC1)SC=1C(=C(C(=O)O)C=CC1)F